OC1=NC2=CC(=CC=C2C=C1C(=O)OC1=C(C(=C(C(=C1F)F)F)F)F)C(C)C 2,3,4,5,6-pentafluorophenyl 2-hydroxy-7-(prop-2-yl)quinoline-3-carboxylate